2-chloro-1-(6-nitroindolin-1-yl)ethan-1-one ClCC(=O)N1CCC2=CC=C(C=C12)[N+](=O)[O-]